C(C)C1=C(C2=CC=CC=C2C(=C1)OC(=O)OC(C)C)OC(=O)OC(C)C 2-ethyl-1,4-bis(isopropoxycarbonyloxy)naphthalene